BrCC(=O)C1=CC=C(C=C1)C(F)(F)F 2-bromo-4'-trifluoromethylacetophenone